sulfonylamino oxide S(=O)(=O)=NON=S(=O)=O